(1-(6-chloro-1-(quinolin-7-yl)-1H-indazol-3-yl)ethyl)-3-methyl-1H-pyrazolo[3,4-d]pyrimidin-4-amine ClC1=CC=C2C(=NN(C2=C1)C1=CC=C2C=CC=NC2=C1)C(C)N1N=C(C=2C1=NC=NC2N)C